tert-butyl (3-(2-((1H-indazol-6-yl)oxy)acetamido)bicyclo[1.1.1]pentan-1-yl)carbamate N1N=CC2=CC=C(C=C12)OCC(=O)NC12CC(C1)(C2)NC(OC(C)(C)C)=O